BrCC1C2CCC(C1)C2 2-(bromomethyl)-bicyclo[2.2.1]heptane